(1S)-2,2-difluoro-4-[cis-3-(trifluoromethyl)cyclobutoxy]-7-(trifluoromethylsulfanyl)indan-1-ol FC1([C@H](C2=C(C=CC(=C2C1)O[C@@H]1C[C@@H](C1)C(F)(F)F)SC(F)(F)F)O)F